[Hg].ClC(C(=O)O)(Cl)Cl Trichloroacetic Acid Mercury